NC=1C=C2N=CC(N(C2=CC1)C(C)C1=C(C(=CC=C1)OC(F)(F)F)F)=O 6-amino-1-(1-(2-fluoro-3-(trifluoromethoxy)phenyl)ethyl)quinoxalin-2(1H)-one